NC(COC1=CC(=C(C=C1)CNC(=O)C=1N(C(N2C1CN(CC2)C(C2=CC(=C(C=C2)Br)Cl)=O)=O)C2=CC=C(C=C2)OC2CC2)F)=O N-[[4-(2-amino-2-oxo-ethoxy)-2-fluoro-phenyl]methyl]-7-(4-bromo-3-chloro-benzoyl)-2-[4-(cyclopropoxy)phenyl]-3-oxo-6,8-dihydro-5H-imidazo[1,5-a]pyrazine-1-carboxamide